Cl.CC1(OB(OC1(C)C)C=1CCNCC1)C 4-(4,4,5,5-tetramethyl-1,3,2-dioxaborolan-2-yl)-1,2,3,6-tetrahydropyridine hydrochloride